(2S,6R)-4-((S)-1-methoxy-1-oxoprop-2-yl)-2,6-dimethylpiperazine-1-carboxylic acid tert-butyl ester C(C)(C)(C)OC(=O)N1[C@H](CN(C[C@H]1C)[C@H](C(=O)OC)C)C